ClC1=NC(=CC(=C1)C1=NC=CC=C1)SC 2'-chloro-6'-(methylthio)-2,4'-bipyridine